C(#N)C1=C[C@@]2([C@H](CCC=3C(=NC(=NC23)C2=CC=NC=C2)OC)[C@H](C1=O)C)C (6aR,7R,10aS)-9-cyano-4-methoxy-7,10a-dimethyl-2-(pyridin-4-yl)-5,6a,7,10a-tetrahydrobenzo[H]quinazolin-8(6H)-one